N(=[N+]=[N-])C1=CC=C(C(=O)C2=CC=C(C=C2)N=[N+]=[N-])C=C1 4,4'-di-azidobenzophenone